1-(4-octyl-thiophen-2-yl)-N1-phenyl-benzene-1,4-diamine C(CCCCCCC)C=1C=C(SC1)C1(CC=C(C=C1)N)NC1=CC=CC=C1